N1(CCOCC1)CCOC1=CC=C(C=C1)C1=NC=CC2=C1N=C(N=C2)NC=2C=NC(=CC2)N2CCNCC2 8-(4-(2-morpholinylethoxy)phenyl)-N-(6-(piperazin-1-yl)pyridin-3-yl)pyrido[3,4-d]pyrimidin-2-amine